C(C=CCCCCCCCCCC)=O 8Z-tridecenal